ClC=1C=CC=2N=CN=C(C2N1)NC1=C(C(=C(C=C1)OC1=CC2=C(N(N=N2)C)C(=C1C)F)C)F 6-chloro-N-(2-fluoro-4-((7-fluoro-1,6-dimethyl-1H-benzo[d][1,2,3]triazol-5-yl)oxy)-3-methylphenyl)-pyrido[3,2-d]pyrimidin-4-amine